C(C)(C)(C)OC(=O)N1C(C(CC1)N(C)C1=NC(=NC2=C(C(=C(C=C12)C(F)(F)F)Br)F)Cl)COC tert-butyl-3-[[7-bromo-2-chloro-8-fluoro-6-(trifluoromethyl)quinazolin-4-yl]-methyl-amino]-2-(methoxymethyl)pyrrolidine-1-carboxylate